C(C)(C)N1N=C(C=C1)S(=O)(N)=NC(NC1=C2C(=NC3=C1CCC3)[C@@H](CC2)C)=O 1-isopropyl-N'-(((R)-3-methyl-1,2,3,5,6,7-hexahydrodicyclopenta[b,e]pyridin-8-yl)carbamoyl)-1H-pyrazole-3-sulfonimidamide